CC(C(=N)C)=N dimethyl-ethane-1,2-diimine